(Z)-Methyl eicosa-11,14-dienoate C(CCCCCCCCC\C=C/CC=CCCCCC)(=O)OC